9-(((S)-1-((2S,4R)-4-hydroxyl-2-((4-(4-methylthiazol-5-yl)benzyl)carbamoyl)pyrrolidin-1-yl)-3,3-dimethyl-1-oxobutan-2-yl)amino)-9-oxononanoic acid O[C@@H]1C[C@H](N(C1)C([C@H](C(C)(C)C)NC(CCCCCCCC(=O)O)=O)=O)C(NCC1=CC=C(C=C1)C1=C(N=CS1)C)=O